NC1=NC2=CC=C(C=C2C(=C1C)C)C(=O)N([C@H](C)C1=NC=CC=N1)CC1=NC=C(C=C1)C#N 2-amino-N-((5-cyano-2-pyridinyl)methyl)-3,4-dimethyl-N-((1R)-1-(2-pyrimidinyl)ethyl)-6-quinolinecarboxamide